Methyl-Carboxylic acid CC(=O)O